2-[(4R,6S)-6-hydroxymethyl-2,2-dimethyl-[1,3]dioxan-4-yl]-N-methoxy-N-methyl-acetamide OC[C@@H]1C[C@@H](OC(O1)(C)C)CC(=O)N(C)OC